NCC(=O)N(CCO)C1=CC=C(C=C1)CCCC(C(=O)O)(C)C 5-(4-(2-amino-N-(2-hydroxyethyl)acetamido)phenyl)-2,2-dimethylpentanoic acid